N1=CN=CC2=CC=C(C=C12)C#N 7-quinazolinecarbonitrile